tert-Butyl (3S)-4-(2-amino-4-bromo-5-chlorobenzoyl)-3-(2-hydroxyethyl)piperazine-1-carboxylate NC1=C(C(=O)N2[C@H](CN(CC2)C(=O)OC(C)(C)C)CCO)C=C(C(=C1)Br)Cl